((1-(4,7-dimethyl-5-oxo-2-propyl-4,5-dihydro-2H-pyrazolo[3,4-c]isoquinolin-9-yl)ethyl)amino)benzoic acid CN1C(C=2C=C(C=C(C2C=2C1=NN(C2)CCC)C(C)NC2=C(C(=O)O)C=CC=C2)C)=O